C(CCC)C1=CC=CC=C1 n-Butyl-benzene